ClC=1C=C(C=CC1F)C1(NC=CC2=CC(=C(C=C12)N)OC)N 1-(3-chloro-4-fluorophenyl)-6-methoxyisoquinoline-1,7-diamine